O=C1NC(CCC1N1C(C2=CC=C(C=C2C1=O)N1CCC(CC1)CN1CCC(CC1)C1=CC=CC=N1)=O)=O 6-(1-((1-(2-(2,6-dioxopiperidin-3-yl)-1,3-dioxoisoindolin-5-yl)piperidin-4-yl)methyl)piperidin-4-yl)pyridin